C(CC=C)N(C1=CC=CC(=N1)S(=O)(=O)NC1=NC(=C(C=C1)C(F)(F)F)C1=C(C=CC=C1)C=C)CCO 6-(but-3-en-1-yl(2-hydroxyethyl)amino)-N-(5-(trifluoromethyl)-6-(2-vinylphenyl)pyridin-2-yl)pyridine-2-sulfonamide